NC(C1=CC=CC(=N1)C(N)=N)=N {6-[amino(azanylidene)methyl]pyridin-2-yl}(azanylidene)methanamine